[C@H]1(NCC12CCC2)COC=2C=NC=CC2C2=C(C=1C(NCCC1N2)=O)NC2=C(C(=CC=C2)Cl)OC |r| rac-2-{3-[(1R)-2-azaspiro[3.3]heptan-1-ylmethoxy]pyridin-4-yl}-3-[(3-chloro-2-methoxyphenyl)amino]-1H,5H,6H,7H-pyrrolo[3,2-c]pyridin-4-one